1-butyryl-(decanol) C(CCC)(=O)C(CCCCCCCCC)O